1-[(1R)-1-(3,3-difluorocyclobutyl)-2,2-difluoroethyl]-3-[[2-(difluoromethoxy)pyridin-4-yl]methyl]urea FC1(CC(C1)[C@H](C(F)F)NC(=O)NCC1=CC(=NC=C1)OC(F)F)F